lithium (S)-1-[(S)-1-(2,3-dihydrobenzo[1,4]dioxin-2-yl)methyl]-3-methyl-piperidine-3-carboxylate O1[C@H](COC2=C1C=CC=C2)CN2C[C@](CCC2)(C(=O)[O-])C.[Li+]